2-(4-(2-fluorophenoxy)phenyl)-7-(piperidin-4-yl)-1H-imidazo[1,2-b]pyrazole-3-carboxamide FC1=C(OC2=CC=C(C=C2)C=2NC=3N(N=CC3C3CCNCC3)C2C(=O)N)C=CC=C1